ClC1=CC=CC2=C1NC(=N2)C(=O)N2C(C=1C=CC=NC1CC2)CCO (7-Chloro-1H-benzo[d]imidazol-2-yl)(5-(2-hydroxyethyl)-7,8-dihydro-1,6-naphthyridin-6(5H)-yl)methanone